C(CCCCCC(C)C)(=O)N isononan-1-amide